C(C)OC1=NNC=C1 3-ethoxy-pyrazol